Cl.OC1NCCCC1CCCN1C(=NC=C1)[N+](=O)[O-] 1-[(2-hydroxy-3-piperidinyl)propyl]-2-nitroimidazole hydrochloride